2-isopropyl-4-methoxy-1H-pyrrolo[3,2-c]pyridine C(C)(C)C1=CC=2C(=NC=CC2N1)OC